(S)-(4,6-Difluoro-1H-indazol-3-yl)(2,7-dimethyl-3-(1-methyl-5-(trifluoromethyl)-1H-pyrazol-3-yl)-2,4,5,7-tetrahydro-6H-pyrazolo[3,4-c]pyridin-6-yl)methanone FC1=C2C(=NNC2=CC(=C1)F)C(=O)N1[C@H](C=2C(CC1)=C(N(N2)C)C2=NN(C(=C2)C(F)(F)F)C)C